ClC=1C=CC(=C(C1)C1=CC(=CN=N1)NC1=CC=NC2=CC(=CC=C12)OCCN1CC2CN(CC2C1)C)F N-[6-(5-chloro-2-fluorophenyl)pyridazin-4-yl]-7-(2-{5-methyl-octahydropyrrolo[3,4-c]pyrrol-2-yl}ethoxy)quinolin-4-amine